C(C)(=O)O.FC1=C(C(=O)NC2=NC(=CC=C2)C(=O)C2CCN(CC2)C)C(=CC(=C1)F)F 2,4,6-trifluoro-N-(6-(1-methylpiperidine-4-carbonyl)-2-pyridyl)benzamide acetate salt